2-amino-3-pyridin-4-ylpropanoic acid NC(C(=O)O)CC1=CC=NC=C1